tert-butyl (4-(hydroxymethyl)phenyl)((2S,4R)-2-methyl-1-propionyl-1,2,3,4-tetrahydroquinolin-4-yl)carbamate OCC1=CC=C(C=C1)N(C(OC(C)(C)C)=O)[C@@H]1C[C@@H](N(C2=CC=CC=C12)C(CC)=O)C